S(=O)(=O)(O)CCCN1C(C(C=2C3=C(C=CC12)C=CC=C3)(C)C)C=CC=3C=NC1=CC=CC=C1C3 3-(3-sulfopropyl)-1,1-dimethyl-2-(2-(quinolin-3-yl)vinyl)-1H-benzo[e]indole